C[C@H]1NCC2(OC3=C1N=C(C=C3)O)CC2 |o1:1| (5'R*)-5'-Methyl-4',5'-dihydro-3'H-spiro[cyclopropane-1,2'-pyrido[2,3-f][1,4]oxazepin]-7'-ol